FC=1C=CC2=C(NC(=NS2(=O)=O)NCC2=NN(C=C2)C)C1C(C)C1=C(C=CC=C1)F 6-fluoro-5-(1-(2-fluorophenyl)ethyl)-3-(((1-methyl-1H-pyrazol-3-yl)methyl)amino)-4H-benzo[e][1,2,4]thiadiazine 1,1-dioxide